yttrium(III) chloride [Cl-].[Y+3].[Cl-].[Cl-]